4-Hydroxy-5-[[2-[3-(4-hydroxy-3-methoxyphenyl)prop-2-enoyl]phenyl]methyl]-3H-1,3-thiazol-2-one OC=1NC(SC1CC1=C(C=CC=C1)C(C=CC1=CC(=C(C=C1)O)OC)=O)=O